N-[(2-aminoquinolin-7-yl)(2H2)methyl]-N-(4,4-difluoro-1,1-dioxo-3,4-dihydro-2H-1λ6-benzothiopyran-8-yl)pyridine-3-carboxamide NC1=NC2=CC(=CC=C2C=C1)C(N(C(=O)C=1C=NC=CC1)C1=CC=CC=2C(CCS(C21)(=O)=O)(F)F)([2H])[2H]